C(C)C1=C(C=CC=C1)NC=1N=C(N=NC1C)O 5-[(2-ethylphenyl)amino]-6-methyl-1,2,4-triazine-3-ol